(S)-2-(1H-benzo[d]imidazole-2-carboxamido)-3-cyclobutylpropionic acid N1C(=NC2=C1C=CC=C2)C(=O)N[C@H](C(=O)O)CC2CCC2